FC1=C2C3=C(NC2=CC=C1)N=CN=C3N 5-fluoro-9H-pyrimido[4,5-b]indol-4-amine